5-[4-amino-5-(trifluoromethyl)pyrrolo[2,1-f][1,2,4]triazin-7-yl]-N-{4-fluoro-1-[(4-fluorophenyl)methyl]pyrrolidin-3-yl}-2-methoxypyridine-3-carboxamide NC1=NC=NN2C1=C(C=C2C=2C=C(C(=NC2)OC)C(=O)NC2CN(CC2F)CC2=CC=C(C=C2)F)C(F)(F)F